CC1=CC=CC=2N(C(N(C21)C=2C=NC(=CC2)C=2C=NN1C2C=CC=C1)=O)CC(=O)O 2-[4-methyl-2-oxo-3-(6-pyrazolo[1,5-a]pyridin-3-yl-3-pyridyl)benzimidazol-1-yl]acetic acid